C(CCC)SC1=NC(=C(C(=N1)O)[N+](=O)[O-])O 2-(butylsulfanyl)-5-nitropyrimidine-4,6-diol